methyl 3-methyl-1-oxido-pyridin-1-ium-4-carboxylate CC=1C=[N+](C=CC1C(=O)OC)[O-]